COC1=CC=C(CN2N=C(C3=C2NCCC3)C(F)(F)F)C=C1 1-(4-methoxybenzyl)-3-(trifluoromethyl)-4,5,6,7-tetrahydro-1H-pyrazolo[3,4-b]pyridine